14-(2-nitrobenzenesulfonyl)-7,10-dioxa-4,14,19,20-tetraazatetracyclo[13.5.2.12,6.018,21]tricosa-1(20),2(23),3,5,15(22),16,18(21)-heptaene [N+](=O)([O-])C1=C(C=CC=C1)S(=O)(=O)N1CCCOCCOC2=CN=CC(C3=NNC=4C=CC1=CC34)=C2